N-(3-amino-4-methyl-phenyl)-3-(1-cyano-1-methyl-ethyl)benzamide NC=1C=C(C=CC1C)NC(C1=CC(=CC=C1)C(C)(C)C#N)=O